FC1=CC=C(C=C1)C#CC1=NC(=NC(=N1)C1=CC=C(C=C1)OC)NC1=CC=C(C=C1)OC(F)(F)F ((4-fluorophenyl)ethynyl)-6-(4-methoxyphenyl)-N-(4-(trifluoromethoxy)phenyl)-1,3,5-triazin-2-amine